C(C)OC(=O)C=1C(=NN(C1)CCNC(=O)OC(C)(C)C)C1CC1 1-(2-((Tert-Butoxycarbonyl)amino)ethyl)-3-cyclopropyl-1H-pyrazole-4-carboxylic acid ethyl ester